C(C)(C)(C)OC(NS(=O)(=O)N1CC2=CC=C(C=C2CC1)C1=NN(C(C2=CC(=C(C=C12)OC)OC)=O)C)=O.CC(C(=O)N)C1(CC1)C1=CC=C(C=C1)[N+](=O)[O-] methyl-(1-(4-nitrophenyl)cyclopropyl)acetamide tert-butyl-((6-(6,7-dimethoxy-3-methyl-4-oxo-3,4-dihydrophthalazin-1-yl)-3,4-dihydroisoquinolin-2(1H)-yl)sulfonyl)carbamate